NC1=NC=NN2C1=C(C=C2C=2C=NC(=C(C2)C(N[C@@H]2CN(C[C@@H]2F)C(=O)C2CC(C2)(F)F)=O)OC)CNC(OC)=O methyl N-{[4-amino-7-(5-{[(3R,4S)-1-(3,3-difluorocyclobutanecarbonyl)-4-fluoropyrrolidin-3-yl]carbamoyl}-6-methoxypyridin-3-yl)pyrrolo[2,1-f][1,2,4]triazin-5-yl]methyl}carbamate